C(CCCCCCCCCCC\C=C/CCCCCCCC)OC(CCCCCCCCCCCCCC)=O pentadecanoic acid erucyl ester